COC(=O)C=1C2C=CC(C1C(=O)OC)O2 7-oxabicyclo[2.2.1]hepta-2,5-diene-2,3-dicarboxylic acid dimethyl ester